BrC(C([2H])([2H])N1C(C2=CC=3C(=NC=CC3N2CC1)OCC(F)(F)F)=O)([2H])[2H] 11-(2-bromo-1,1,2,2-tetradeuterio-ethyl)-6-(2,2,2-trifluoroethoxy)-1,5,11-triazatricyclo[7.4.0.02,7]trideca-2(7),3,5,8-tetraen-10-one